C1(CC1)OC1=C(C=C(C(=C1)C(F)(F)F)OC)C1=CCCN(C1)C(=O)OC(C)(C)C Tert-butyl 5-(2-cyclopropoxy-5-methoxy-4-(trifluoromethyl) phenyl)-3,6-dihydropyridine-1(2H)-carboxylate